tert-butyl 4-(6-(1-((2-(trimethylsilyl)ethoxy)methyl)-1H-benzo[d]imidazol-2-yl)pyrazolo[1,5-a]pyridin-3-yl)piperazine-1-carboxylate C[Si](CCOCN1C(=NC2=C1C=CC=C2)C=2C=CC=1N(C2)N=CC1N1CCN(CC1)C(=O)OC(C)(C)C)(C)C